C(C1=CC=CC=C1)OC(CCCC(=O)O)(C(F)(F)F)C=1OC(=NN1)C1=NC(=C(C=C1NC(=O)OC(C)(C)C)C(F)(F)F)N1CCNCC1 5-benzyloxy-5-[5-[3-(tert-butoxycarbonylamino)-6-piperazin-1-yl-5-(trifluoromethyl)-2-pyridyl]-1,3,4-oxadiazol-2-yl]-6,6,6-trifluoro-hexanoic acid